1-methyl-4-(4,4,5,5-tetramethyl-1,3,2-dioxaborolan-2-yl)-1H-imidazole CN1C=NC(=C1)B1OC(C(O1)(C)C)(C)C